p-trifluoromethylphenyl-diazonium tetrafluoroborate F[B-](F)(F)F.FC(C1=CC=C(C=C1)[N+]#N)(F)F